N-(spiro[chromane-2,1'-cyclopentan]-4-yl)-4-(trifluoromethoxy)benzenesulfonamide C12(CCCC1)OC1=CC=CC=C1C(C2)NS(=O)(=O)C2=CC=C(C=C2)OC(F)(F)F